C(C=C)N1N(C2=NC(=NC=C2C1=O)SC)C1=CC=CC=N1 6-(2-allyl-6-(methylthio)-3-oxo-2,3-dihydro-1H-pyrazolo[3,4-d]pyrimidin-1-yl)pyridine